C(C)OC(CC=1N=CN(C1)C1=CC=C(C=C1)C(N)=NO)=O (1-(4-(N'-hydroxycarbamimidoyl)phenyl)-1H-imidazol-4-yl)acetic acid ethyl ester